ClCC(=O)OC1CCC(CC1)CN1CCN(CC1)C=1SC2=C(C(C1)=O)C=C(C=C2[N+](=O)[O-])C(F)(F)F 2-(4-(4-chloroacetoxy-cyclohexylmethyl)piperazin-1-yl)-6-(trifluoromethyl)-8-nitro-benzothiopyran-4-one